(E)-2-cyano-3-(4-fluoro-1-phenyl-1H-indol-3-yl)acrylic acid C(#N)/C(/C(=O)O)=C\C1=CN(C2=CC=CC(=C12)F)C1=CC=CC=C1